(1s,2s)-2-methylcyclopropylamine hydrochloride Cl.C[C@@H]1[C@H](C1)N